C(CCCCCCC)S(=O)Cl octane-1-sulfinic chloride